2-chloro-4-((5-(2-fluoropropan-2-yl)pyridin-3-yl)oxy)pyridine ClC1=NC=CC(=C1)OC=1C=NC=C(C1)C(C)(C)F